ClC1=CC2=C(N=C(S2)C(CCCC2=C(C=CC(=C2)OC)S(=O)(=O)N)(C)C)C=C1 (4-(6-Chlorobenzo[d]thiazol-2-yl)-4-methylpentyl)-4-methoxybenzenesulfonamide